FC1=C(C=CC(=C1)CN1C(=NC=C1)C)C1=C(SC(=C1)CC(C)C)S(=O)(=O)NC(OCCCC)=O Butyl (3-(2-fluoro-4-((2-methyl-1H-imidazol-1-yl)methyl)phenyl)-5-isobutylthiophen-2-yl)sulfonylcarbamate